C(C1=CC=CC=C1)ON1C(=NC=C1)CNC(CN1C(NC(C=2NC=NC12)=O)=S)C 3-[2-({[1-(Benzyloxy)-1H-imidazol-2-yl]methyl}amino)propyl]-2-thioxo-1,2,3,7-tetrahydro-6H-purin-6-one